7-Cyclopropyl-N-(4-(ethylsulfonyl)benzyl)-10H-phenothiazine-2-carboxamide C1(CC1)C=1C=C2SC=3C=CC(=CC3NC2=CC1)C(=O)NCC1=CC=C(C=C1)S(=O)(=O)CC